N-[3-(2-methyl-1,3-benzoxazol-5-yl)phenyl]prop-2-enamide CC=1OC2=C(N1)C=C(C=C2)C=2C=C(C=CC2)NC(C=C)=O